(1S,3S)-N3-[5-(difluoromethoxy)pyrimidin-2-yl]cyclopentane-1,3-diamine hydrochloride Cl.FC(OC=1C=NC(=NC1)N[C@@H]1C[C@H](CC1)N)F